1-[1-(2-difluoromethoxy-pyridin-4-yl)-ethyl]-3-(3-difluoromethyl-cyclobutyl)-urea FC(OC1=NC=CC(=C1)C(C)NC(=O)NC1CC(C1)C(F)F)F